O1COC=2C1=CC1=CC=CC(C12)=O indeno[1,2-d][1,3]dioxol-4-one